C(C1=CC=CC=C1)OC(C[C@@H](C1=C(C2=C(N(N=N2)CC)C=C1)Cl)C1=CC(=C(C=C1)C)CO[Si](C)(C)C(C)(C)C)=O.[Cl-].C(CCCCCC)[NH+]1C(CCCC1)CCC 1-Heptyl-2-propylpiperidinium chlorid (R)-benzyl-3-(3-(((tertbutyldimethylsilyl)oxy)methyl)-4-methylphenyl)-3-(4-chloro-1-ethyl-1H-benzo[d][1,2,3]triazol-5-yl)propanoate